2-(3-(3-chloro-6-(4-chloro-1H-1,2,3-triazole-1-yl)-2-fluorophenyl)acryloyl)-1,2,3,4-tetrahydroisoquinoline ClC=1C(=C(C(=CC1)N1N=NC(=C1)Cl)C=CC(=O)N1CC2=CC=CC=C2CC1)F